[C@H]12CN(C[C@H](CC1)N2)C2=NC(=NC1=C(C(=CC=C21)N2CCCC1=CC=CC(=C21)CC)F)OC[C@H]2N(CCC2)C 4-((1R,5S)-3,8-diazabicyclo[3.2.1]octan-3-yl)-7-(8-ethyl-3,4-dihydroquinolin-1(2H)-yl)-8-fluoro-2-(((S)-1-methylpyrrolidin-2-yl)methoxy)quinazoline